C(C)(C)(C)C1=CC=C(C=C1)[C@]12CN(CC2C1)C(=O)N1CCC12CC(CC2)=O ((S)-1-(4-(tert-Butyl)phenyl)-3-azabicyclo[3.1.0]hexane-3-carbonyl)azaspiro[3.4]octan-6-one